BrC1=C(C=CC2=CC=CC=C12)C1=CC2=CC=C(C=C2C=C1)C(CC)(CCCCCCCC)CC 1-bromo-6'-(3-ethyl-3-undecyl)2,2'-binaphthyl